3,5,3'',5''-tetra-t-butyl-p-quinquephenyl C(C)(C)(C)C=1C=C(C=C(C1)C(C)(C)C)C1=CC=C(C=C1)C1=CC(=C(C(=C1)C(C)(C)C)C1=CC=C(C=C1)C1=CC=CC=C1)C(C)(C)C